O1C(=NC2=C1C=CC=C2)C=2C=C(NC1=CC=C(C=C1)C=1N=NC=CC1)C=CC2 3-(benzo[d]oxazol-2-yl)-N-(4-(pyridazin-3-yl)phenyl)aniline